FC=1C=C(C=CC1)/C=C/C=C1C(NCC(N1)=O)=O 6-((E)-3-(3-fluorophenyl)-2-propenylidene)piperazine-2,5-dione